COCC=1C(=C(C(=O)C2=CC=CC=C2)C=CC1)COC bis(methoxymethyl)Benzophenone